3-(5-chloro-7-{[(furan-2-yl)methyl]amino}-3-methylthieno[3,2-b]pyridin-2-yl)-N-methyl-N-phenyl-D-alaninamide ClC1=CC(=C2C(=N1)C(=C(S2)C[C@@H](N)C(=O)N(C2=CC=CC=C2)C)C)NCC=2OC=CC2